ClC=1C2=C(N=C(N1)C1=CC=CC=C1)C=NN2C 7-chloro-1-methyl-5-phenylpyrazolo[4,3-d]pyrimidine